6-(1-(1-(4-aminobenzyl)piperidin-4-yl)-1H-pyrazol-4-yl)-4-methoxypyrazolo[1,5-a]pyridine-3-carbonitrile NC1=CC=C(CN2CCC(CC2)N2N=CC(=C2)C=2C=C(C=3N(C2)N=CC3C#N)OC)C=C1